ClC=1C=CC(=C(C1)C=1N=CN(C(C1)=O)[C@H]1CCC[C@H](C(NC=2C=NN(C2C=2C=CN=C1C2)C)=O)C)C2=CC=CC=C2 (9R,13S)-13-[4-(5-chloro-2-phenylphenyl)-6-oxo-1,6-dihydropyrimidin-1-yl]-3,9-dimethyl-3,4,7,15-tetraazatricyclo[12.3.1.02,6]octadeca-1(18),2(6),4,14,16-pentaen-8-one